bithiophenediamine hydroiodic acid salt I.S1C(=C(C(=C1)N)N)C=1SC=CC1